Cl.C(CCCCCCCCC)N(C1=NC=C(C=N1)C1=C2C=C(C(=CC2=CC2=C1C(OC2)=O)OC)OC)CCCCCCCCCC 9-(2-(didecylamino)pyrimidin-5-yl)-6,7-dimethoxynaphtho[2,3-c]furan-1(3H)-one hydrochloride